tert-butyl (2-amino-4-fluoro-5-methoxyphenyl)carbamate NC1=C(C=C(C(=C1)F)OC)NC(OC(C)(C)C)=O